N(=[N+]=[N-])[C@H]1[C@H](N(CC1)C(=O)OC(C)(C)C)C(=O)OC 1-(tert-butyl) 2-methyl (2S,3R)-3-azidopyrrolidine-1,2-dicarboxylate